Cl.O=C1NC(CCC1N1C(C2=CC=C(C=C2C1=O)N1CCNCC1)=O)=O 2-(2,6-Dioxopiperidin-3-yl)-5-(piperazin-1-yl)isoindoline-1,3-dione, hydrochloride